benzyl 2-(N-(2-(tert-butoxy)-2-oxoethyl)methylsulfonamido)benzoate C(C)(C)(C)OC(CN(S(=O)(=O)C)C1=C(C(=O)OCC2=CC=CC=C2)C=CC=C1)=O